BrCC(=O)N(C1=CC2=C(OCCO2)C=C1)C1=CC(=CC(=C1)OC)Cl 2-bromo-N-(3-chloro-5-methoxyphenyl)-N-(2,3-dihydrobenzo[b][1,4]dioxin-6-yl)acetamide